(2S,4R)-N-((R)-3-([1,1'-biphenyl]-4-yl)-1-amino-1-oxopropan-2-yl)-1-((S)-2-(4-cyclopropyl-1H-1,2,3-triazol-1-yl)-3,3-dimethylbutanoyl)-4-hydroxypyrrolidine-2-carboxamide C1(=CC=C(C=C1)C[C@H](C(=O)N)NC(=O)[C@H]1N(C[C@@H](C1)O)C([C@H](C(C)(C)C)N1N=NC(=C1)C1CC1)=O)C1=CC=CC=C1